potassium ricinoleate amyl-sulfonate salt C(CCCC)S(=O)(=O)[O-].C(CCCCCCC\C=C/C[C@H](O)CCCCCC)(=O)O.[K+]